O=C1CCC(N1)C(=O)O[C@@H]1CC[C@@]2([C@H]3CC[C@@]4([C@H](CC[C@H]4[C@@H]3CC[C@@H]2C1)C#N)C)C (3R,5R,8R,9S,10S,13S,14S,17S)-17-Cyano-10,13-dimethylhexadecahydro-1H-cyclopenta[a]phenanthren-3-yl 5-oxopyrrolidine-2-carboxylate